1-(5-{[(5-Chlorothiophen-2-yl)methyl]amino}-3-[1-(2-methoxyethyl)piperidin-4-yl]-1H-pyrazol-1-yl)-3-hydroxy-2,2-dimethylpropan-1-on ClC1=CC=C(S1)CNC1=CC(=NN1C(C(CO)(C)C)=O)C1CCN(CC1)CCOC